7-(1-(4-(aminomethyl)-N-methylbenzamido)ethyl)-3-(3-fluoro-4-((methylsulfonyl)methyl)phenyl)-1H-indole-2-carboxylic acid NCC1=CC=C(C(=O)N(C)C(C)C=2C=CC=C3C(=C(NC23)C(=O)O)C2=CC(=C(C=C2)CS(=O)(=O)C)F)C=C1